C(C#C)NC(OCCCC)=O butyl prop-2-yn-1-ylcarbamate